1-methyl-3-methoxycarbonyl-1,2,3,4-tetrahydro-beta-carboline CC1NC(CC=2C3=CC=CC=C3NC12)C(=O)OC